2-hydroxy-5-methyl-3-(5-(trifluoromethyl)-2H-benzo[d][1,2,3]triazol-2-yl)benzyl methacrylate C(C(=C)C)(=O)OCC1=C(C(=CC(=C1)C)N1N=C2C(=N1)C=CC(=C2)C(F)(F)F)O